4-(7-fluoroimidazo[1,2-a]pyridin-3-yl)-7-((5-(4-hydroxy-4-(pyrrolidin-1-ylmethyl)piperidin-1-yl)pyridin-2-yl)amino)isoindolin-1-one FC1=CC=2N(C=C1)C(=CN2)C2=C1CNC(C1=C(C=C2)NC2=NC=C(C=C2)N2CCC(CC2)(CN2CCCC2)O)=O